NC1=C(C2=C(S1)C(C(CC2)(CCC2=NOC=C2)CC2CC2)=O)C(=O)N 2-Amino-6-(cyclopropylmethyl)-6-(2-(isoxazol-3-yl)ethyl)-7-oxo-4,5,6,7-tetrahydrobenzo[b]thiophene-3-carboxamide